C1(=CC=CC=C1)S(=O)(=O)C(=[N+]=[N-])S(=O)(=O)C1=CC=C(C=C1)F phenylsulfonyl-(4-fluorophenylsulfonyl)diazomethane